FC1=C(C=CC(=C1)C1NCCC1)C=1N=C2SC3=C(N2C1)C=CC(=C3)NC(C)=O N-(2-(2-fluoro-4-(pyrrolidin-2-yl)phenyl)benzo[d]imidazo[2,1-b]thiazol-7-yl)acetamide